N1C(=CC=2C=NC=CC21)CNC(CN2C(=NC=C(C2=O)NC(=O)C=2N=C(OC2)C2=CC=CC=C2)C)=O N-(1-(2-(((1H-pyrrolo[3,2-c]pyridin-2-yl)methyl)amino)-2-oxoethyl)-2-methyl-6-oxo-1,6-dihydropyrimidin-5-yl)-2-phenyloxazole-4-carboxamide